(4-chlorothien-2-yl)thiazole ClC=1C=C(SC1)C=1SC=CN1